F[C@H]1CN(C[C@@H]1F)C1=NC=NC=C1CCI 4-[(3S,4S)-3,4-difluoropyrrolidin-1-yl]-5-(2-iodoethyl)pyrimidine